NC=1C=CC(=C(C1)S(=O)(=O)N(C)C)C=O 5-amino-2-formyl-N,N-dimethylbenzenesulfonamide